N-(8-Hydroxychroman-3-yl)acrylamide lithium 5-(tert-butyl)-1,2,4-oxadiazole-3-carboxylate C(C)(C)(C)C1=NC(=NO1)C(=O)[O-].[Li+].OC=1C=CC=C2CC(COC12)NC(C=C)=O